C(C=C)[Si](C)(C)C allyl-(trimethyl)silane